tert-butyl N2-(4-(3-(2-(2-azidoethoxy)ethoxy)propanamido)butanoyl)-N6-(3-(2-(2-azidoethoxy)ethoxy)propanoyl)-L-lysinate N(=[N+]=[N-])CCOCCOCCC(=O)NCCCC(=O)N[C@@H](CCCCNC(CCOCCOCCN=[N+]=[N-])=O)C(=O)OC(C)(C)C